(2R)-1-[(4-Methoxybenzyl)amino]butan-2-ol COC1=CC=C(CNC[C@@H](CC)O)C=C1